BrC(C(=C)F)(F)F 3-bromo-2,3,3-trifluoropropene